C(CCCCCCCCCCCCCCCCCCCCC)(=O)O.C(CCCCCCCCCCCCCCCCCCCCC)(=O)O.OCC(O)CO.OCC(O)CO.OCC(O)CO triglycerin bisbehenate